C(C)C1=NC2=CC=C(C=C2C(N1CC1CCN(CC1)C1=C(C#N)C=CC=C1)=O)[N+](=O)[O-] 2-[4-[(2-ethyl-6-nitro-4-oxo-quinazolin-3-yl)methyl]-1-piperidyl]benzonitrile